(S)-5-methyl-1-((2S,5R)-3-methylene-5-(2-(phenylsulfonyl)ethyl)tetrahydrofuran-2-yl)hept-5,6-dien-3-ol CC(C[C@H](CC[C@@H]1O[C@H](CC1=C)CCS(=O)(=O)C1=CC=CC=C1)O)=C=C